C(#N)C=1C=C(C=CC1)C=1N=C(SC1C=1C=C2C(=NC=NC2=CC1)C)NC(=O)N1C(CN(CC1)C(=O)OC(C)(C)C)CC1CC1 tert-Butyl 4-[[4-(3-cyanophenyl)-5-(4-methylquinazolin-6-yl)thiazol-2-yl]carbamoyl]-3-(cyclopropylmethyl)piperazine-1-carboxylate